F[B-](F)(F)F.C(CCC)N1C=[N+](C=C1)CCO 1-butyl-3-(2-hydroxyethyl)imidazolium tetrafluoroborate